C(C)C(COCCOC(C#N)C)CCCC 2-(2-Ethylhexyloxy)Ethoxypropanenitrile